FC1=C(C=C(C=C1)C)S(=O)(=O)C1OC2(CC1N1CCOCC1)CCNCC2 ((2-fluoro-5-methylphenyl)sulfonyl)-3-morpholino-1-oxa-8-azaspiro[4.5]decane